F[C@@]12[C@]3(C=CC(C=C3CC[C@H]1[C@@H]1C[C@H]([C@](C(COC3(CO)[C@@H](O)[C@H](O[C@H]4[C@H](O)[C@@H](O)[C@@H](O)[C@H](O4)CO)[C@H](O3)CO)=O)([C@]1(C[C@@H]2O)C)O)O)=O)C (11β,16α)-9-fluoro-11,16,17-trihydroxy-21-{[4-O-(β-D-galactopyranosyl)-D-fructofuranosyl]oxy}pregna-1,4-diene-3,20-dione